(5-(2,2,2-trifluoroethyl)-4,5,6,7-tetrahydro-1H-pyrazolo[4,3-c]pyridin-3-yl)(4-(2-(trifluoromethyl)phenyl)piperidin-1-yl)methanone FC(CN1CC2=C(CC1)NN=C2C(=O)N2CCC(CC2)C2=C(C=CC=C2)C(F)(F)F)(F)F